3-(3,3-Difluorocyclobutoxy)-1-methyl-5-nitro-1H-indazole FC1(CC(C1)OC1=NN(C2=CC=C(C=C12)[N+](=O)[O-])C)F